BrC1=CC=C(C(=C1)[N+](=O)[O-])C 1-bromo-4-methyl-5-nitro-benzene